2-{[1,3-dimethyl-7-(4-methylpiperazin-1-yl)-2,4-dioxo-1,2,3,4-tetrahydropyrido[2,3-d]pyrimidin-5-yl]amino}-N-(2-fluorophenyl)acetamide CN1C(N(C(C2=C1N=C(C=C2NCC(=O)NC2=C(C=CC=C2)F)N2CCN(CC2)C)=O)C)=O